OC(C(=O)O)CC(=O)O.OC(C(=O)O)CC(=O)O.C(C1=CC=CC=C1)C1=C(OCCN2CCN(CC2)C)C=CC(=C1)C 1-(2-(2-benzyl-4-methylphenoxy)ethyl)-4-methylpiperazine bis(2-hydroxysuccinate)